C(=C)OCCCCCCCCCCCCCCCCCCCCCC n-docosyl vinyl ether